OCCOCCOC1=CC=C(C=C1)C1(C=CC2=C(O1)C1=CC=CC=C1C(=C2C(=O)OC)OCCOC(C(=C)C)=O)C2=CC=CC=C2 2-(4-(2-(2-hydroxyethoxy)ethoxy)phenyl)-2-phenyl-5-methoxycarbonyl-6-(2-(2-methylprop-2-enoyloxy)ethoxy)-[2H]-naphtho[1,2-b]pyran